C[Sn](C)C trimethyl-tin